C(C)(=O)NC=1C=CC=2N(C1)C=C(N2)C(=O)O 6-acetamidoimidazo[1,2-a]pyridine-2-carboxylic acid